(S)-N-(tert-butyldimethylsilyl)-5,6-dihydro-8H-imidazo[5,1-c][1,4]oxazine [Si](C)(C)(C(C)(C)C)N1CN2C(COCC2)=C1